2-(cyclohexylimino)ethyl chloride hydrochloride Cl.C1(CCCCC1)N=CCCl